3-methoxy-3-methylbutyl L-alaninate N[C@@H](C)C(=O)OCCC(C)(C)OC